N1=CC=C(C=C1)CC=1N=C(N(C1)COCC[Si](C)(C)C)CC#N 2-(4-(pyridin-4-ylmethyl)-1-((2-(trimethylsilyl)ethoxy)methyl)-1H-imidazol-2-yl)acetonitrile